3-METHYL-4-PYRIDINECARBOXALDEHYDE CC=1C=NC=CC1C=O